FC1=NC=CC2=C1C(=NN2C2=CC=C(C=C2)OC(F)(F)F)C2CN(C2)C(=O)OC(C)(C)C tert-butyl 3-[4-fluoro-1-[4-(trifluoromethoxy)phenyl]pyrazolo[4,3-c]pyridin-3-yl]azetidine-1-carboxylate